2-Methyl-10H-thieno-[2,3-b][1,5]benzodiazepin-4[5H]-one CC1=CC2=C(NC3=C(NC2=O)C=CC=C3)S1